tert-butyl 4-(2,3-dimethylphenyl)piperidine-1-carboxylate CC1=C(C=CC=C1C)C1CCN(CC1)C(=O)OC(C)(C)C